(R)-8-(3,3-difluorocyclobutoxy)-4-((1-(3-(difluoromethyl)-2-fluorophenyl)ethyl)amino)-6-(1-(fluoromethyl)cyclopropyl)-2-methylpyrido[4,3-d]pyrimidine-7(6H)-one FC1(CC(C1)OC=1C(N(C=C2C1N=C(N=C2N[C@H](C)C2=C(C(=CC=C2)C(F)F)F)C)C2(CC2)CF)=O)F